3-(methacryloyloxy)-propyldimethylethoxysilane C(C(=C)C)(=O)OCCC[Si](OCC)(C)C